(R)-5-((2-hydroxy-1-phenylethyl)amino)-3,3-dimethyl-5-oxopentanoic acid tert-butyl ester C(C)(C)(C)OC(CC(CC(=O)N[C@@H](CO)C1=CC=CC=C1)(C)C)=O